[Mn].[Fe].CN(CC(COCCCCCCCC\C=C/C\C=C/CCCCC)OC(CCC)O[C@@H]1CC2=CC[C@H]3[C@@H]4CC[C@H]([C@@H](CCCC(C)C)C)[C@]4(CC[C@@H]3[C@]2(CC1)C)C)C 3-dimethylamino-2-(cholest-5-en-3β-oxybut-4-yloxy)-1-(cis,cis-9,12-octadecadienyloxy)propane iron manganese